CC1(CC1)C=1C=CC(=NC1)[N+](=O)[O-] 5-(1-methylcyclopropyl)-2-nitropyridine